CC1(N(CCC(C1)N1C(CCCC1)C1=CC=CC=C1)C(=O)NCCCCC1=CC=CC=C1)C 2,2-dimethyl-N-(4-phenylbutyl)-4-(2-phenyl-1-piperidinyl)piperidine-1-carboxamide